Br[Si]1(C[Si](C1)(CCCC)CCCC)CCCC 1-bromo-1,3,3-tributyl-1,3-disilacyclobutane